CC1=NC=C(C(=C1)C1=C2CCN(C(C2=CC(=C1)CCN(C)CC)=O)[C@@H](C)C1=NC=C(C#N)C(=C1)OCC)C (S)-6-(1-(5-(2,5-dimethylpyridin-4-yl)-7-(2-(ethyl(methyl)amino)ethyl)-1-oxo-3,4-dihydroisoquinolin-2(1H)-yl)ethyl)-4-ethoxynicotinonitrile